butyl glycol CCCCOCCO